O=C1C(C(C2=CC=CC=C12)=O)=CC1=CC(=C(OC2=C(C=C(C#N)C=C2)C(F)(F)F)C=C1)OC 4-(4-((1,3-dioxo-1,3-dihydro-2H-inden-2-ylidene)methyl)-2-methoxyphenoxy)-3-(trifluoromethyl)benzonitrile